BrC1=C2C=CN(C2=CC=C1)[C@H]1[C@H](CN(CC1)C(=O)OC(C)(C)C)F tert-butyl (3S,4R)-4-(4-bromo-1H-indol-1-yl)-3-fluoropiperidine-1-carboxylate